2-[9-(pyridin-2-yl)-6-oxaspiro[4.5]decan-9-yl]propionitrile N1=C(C=CC=C1)C1(CCOC2(CCCC2)C1)C(C#N)C